N1(C=NC=C1)CCNC(=O)C=1C=NN2C1N=C(C=C2)N2[C@H](CCC2)C2=C(C=CC(=C2)F)F (R)-N-(2-(1H-imidazol-1-yl)ethyl)-5-(2-(2,5-difluorophenyl)pyrrolidin-1-yl)pyrazolo[1,5-a]pyrimidine-3-carboxamide